C(CCC)C1(CCCCCCCCCC1)CCCC di(n-butyl)cycloundecane